OC=1C=C(NC1)C(NCC1=CC=C(C=C1)C1=C(N=CS1)C)=O (2S,4R)-4-hydroxy-2-((4-(4-methylthiazol-5-yl)benzyl)carbamoyl)pyrrole